BrC1=NC=CC(=C1)C(C)(C)C 2-bromo-4-(t-butyl)pyridine